CC1(C(N(C2=CC(=CC=C12)C=1C=NC(=NC1)C)C1=NN(C=C1)C(=O)[O-])=O)C 3,3-dimethyl-6-(2-methylpyrimidin-5-yl)-2-oxoindolin-1-yl-1H-pyrazole-1-carboxylate